2,6,8-trimethyl-4-nonyl alcohol CC(C)CC(CC(CC(C)C)C)O